(R)-2-((1H-benzo[d][1,2,3]triazol-5-yl)methyl)-3-((4-chloro-1-methyl-1H-pyrazol-5-yl)methyl)isoindolin-1-one N1N=NC2=C1C=CC(=C2)CN2C(C1=CC=CC=C1[C@H]2CC2=C(C=NN2C)Cl)=O